CC=1C=C(C=CC1)N1N=CC(=C1)S(=O)(=O)N1CC2(C3=CC=CC=C13)CCCC2 1'-{[1-(3-methylphenyl)-1H-pyrazol-4-yl]sulfonyl}-1',2'-dihydrospiro[cyclopentane-1,3'-indole]